benzyl 2-(4-{[(benzyloxy)carbonyl](methyl)amino}-2-nitrophenyl)-3-[6,6-dimethyl-1-(oxan-2-yl)-5,7-dihydro-4H-indazol-3-yl]-3-oxopropanoate C(C1=CC=CC=C1)OC(=O)N(C1=CC(=C(C=C1)C(C(=O)OCC1=CC=CC=C1)C(=O)C1=NN(C=2CC(CCC12)(C)C)C1OCCCC1)[N+](=O)[O-])C